BrC1=C(C(=CC=C1)[N+](=O)[O-])CC(=S)O 2-(2-bromo-6-nitrophenyl)thioacetic acid